C(C1=CC=CC=C1)OC1=C(C(=O)N2CC3=CC=CC(=C3C2)N[C@H]2C(N(CC2)C)=O)C(=CC(=C1)C(F)F)O (R)-3-((2-(2-(Benzyloxy)-4-(difluoromethyl)-6-hydroxybenzoyl)isoindolin-4-yl)amino)-1-methylpyrrolidin-2-one